FC=1C=C(C=CC1F)C1=NC2=C(C(=C(C(=C2N=C1C1=CC=CC=C1)C=1SC=CC1)OCCCCCCCCCCCC)OCCCCCCCCCCCC)C=1SC=CC1 2-(3',4'-difluorophenyl)-6,7-di(dodecyloxy)-3-phenyl-5,8-bis(thien-2-yl)quinoxaline